(6S)-1,4-dibenzyl-6-methylpiperazine-2-carboxylic acid methyl ester COC(=O)C1N([C@H](CN(C1)CC1=CC=CC=C1)C)CC1=CC=CC=C1